Methyl 2-((4-(4-((4-Chloro-2-Fluorobenzyl)Oxy)Pyrimidin-2-yl)Cyclohex-3-en-1-yl)Methyl)-1-(((S)-Oxetan-2-yl)-Methyl)-1H-Imidazo[4,5-B]pyridine-6-Carboxylate ClC1=CC(=C(COC2=NC(=NC=C2)C2=CCC(CC2)CC=2N(C=3C(=NC=C(C3)C(=O)OC)N2)C[C@H]2OCC2)C=C1)F